[Ag]F.[I] iodine silver fluoride